C(C)[C@]1(C(OCC=2C(N3CC=4N(C5=CC=C(C=C5C(C4C3=CC21)=O)F)C2CCC(CC2)O)=O)=O)O (S)-4-ethyl-8-fluoro-4-hydroxy-11-((1r,4S)-4-hydroxycyclohexyl)-1H-pyrano[3',4':6,7]indolizino[2,1-b]quinoline-3,6,14(4H,11H,12H)-trione